(1R,3S,5R)-2-(2-(3-acetyl-5-(2-(1-fluoroethyl)pyrimidin-5-yl)-7-methyl-1H-indol-1-yl)acetyl)-N-(6-bromo-3-methylpyridin-2-yl)-5-methyl-2-azabicyclo[3.1.0]hexane-3-carboxamide C(C)(=O)C1=CN(C2=C(C=C(C=C12)C=1C=NC(=NC1)C(C)F)C)CC(=O)N1[C@@H]2C[C@@]2(C[C@H]1C(=O)NC1=NC(=CC=C1C)Br)C